N-(4-chloro-3-(pyridin-2-yl)phenyl)-N4,N4,2-trimethylterephthalamide ClC1=C(C=C(C=C1)NC(C1=C(C=C(C(=O)N(C)C)C=C1)C)=O)C1=NC=CC=C1